CC1=NC=CC(=C1)C1=NNC2=CC=C(C=C12)C1=CC(N(C=C1)CC1=CC=C(C#N)C=C1)=O 4-((4-(3-(2-methylpyridin-4-yl)-1H-indazol-5-yl)-2-oxopyridin-1(2H)-yl)methyl)benzonitrile